3,3,3-trifluoro-1-(3-(4-(2-(trifluoromethyl)phenyl)piperidine-1-carbonyl)-6,7-dihydro-1H-pyrazolo[4,3-c]pyridin-5(4H)-yl)propan-1-one FC(CC(=O)N1CC2=C(CC1)NN=C2C(=O)N2CCC(CC2)C2=C(C=CC=C2)C(F)(F)F)(F)F